6-(2,6-Dichlorophenyl)-2-((3-bromo-5-methoxy-4-(4-methylpiperazin-1-yl)phenyl)amino)-8,9-dihydroimidazo[1,2-a]pyrimido[5,4-e]pyrimidin-5(6H)-one ClC1=C(C(=CC=C1)Cl)N1C=2N(C3=C(C1=O)C=NC(=N3)NC3=CC(=C(C(=C3)OC)N3CCN(CC3)C)Br)CCN2